6-chloro-N-(2-fluoro-4-((7-fluoro-1-methyl-1H-benzo[d]imidazol-5-yl)oxy)-5-methylphenyl)pyrido[3,2-d]pyrimidin-4-amine ClC=1C=CC=2N=CN=C(C2N1)NC1=C(C=C(C(=C1)C)OC1=CC2=C(N(C=N2)C)C(=C1)F)F